CNC(C1=CC=C(C=C1)C=1C=NC(=CC1)NC=1C=NC=C(C1)N1C(CCC1)=O)=O N-methyl-4-(6-((5-(2-oxopyrrolidin-1-yl)pyridin-3-yl)amino)pyridin-3-yl)benzamide